ClC1=C(OC2CCC3=CC=C(C=C23)N(S(=O)(=O)C2=CC(=CC=C2)C(F)(F)F)CCOC)C(=CC=C1)C(F)(F)F N-(3-(2-chloro-6-(trifluoromethyl)phenoxy)-2,3-dihydro-1H-inden-5-yl)-N-(2-methoxyethyl)-3-(trifluoromethyl)benzenesulfonamide